1-bromo-4-chloro-2-iodobenzene-3,5,6-d3 BrC1=C(C(=C(C(=C1[2H])[2H])Cl)[2H])I